3-(2-(4-((3-methoxybenzyl)(3-morpholinobenzyl)amino)benzyloxy)ethoxy)-N,N-dimethylaniline COC=1C=C(CN(C2=CC=C(COCCOC=3C=C(N(C)C)C=CC3)C=C2)CC2=CC(=CC=C2)N2CCOCC2)C=CC1